(3R)-3-[5-[4-(2-hydroxyethyl)-1-piperidyl]-3,4-dihydro-2H-quinolin-1-yl]piperidine-2,6-dione OCCC1CCN(CC1)C1=C2CCCN(C2=CC=C1)[C@H]1C(NC(CC1)=O)=O